4-(dimethylamino)-1-[2-(4-fluorophenyl)-3-(pyridin-4-yl)-6,7-dihydropyrazolo[1,5-a]pyrazin-5(4H)-yl]but-2-yn-1-one CN(CC#CC(=O)N1CC=2N(CC1)N=C(C2C2=CC=NC=C2)C2=CC=C(C=C2)F)C